(S)-N5-(2-((2r,5S)-5-amino-1,3-dioxan-2-yl)ethyl)-N7-methyl-3-phenyl-2,3-dihydrobenzofuran-5,7-dicarboxamide NC1COC(OC1)CCNC(=O)C=1C=C(C2=C([C@@H](CO2)C2=CC=CC=C2)C1)C(=O)NC